COC(=O)N1[C@H](CCC2=C3C(=CC=C12)N(C(=N3)[C@@H](C)C3=CC=CC=C3)[C@@H]3CC[C@H](CC3)C(=O)O)C trans-4-[(7S)-6-(methoxycarbonyl)-7-methyl-2-[(1S)-1-phenylethyl]-3H,6H,7H,8H,9H-imidazo[4,5-f]quinolin-3-yl]cyclohexane-1-carboxylic acid